tert-butyl-[3-[6-chloro-3-(1H-pyrrol-2-yl)pyrazolo[4,3-c]pyridin-1-yl]butoxy]-diphenyl-silane C(C)(C)(C)[Si](C1=CC=CC=C1)(C1=CC=CC=C1)OCCC(C)N1N=C(C=2C=NC(=CC21)Cl)C=2NC=CC2